ClC=1C=C(C=C(C1)NS(=O)(=O)C)NC(=O)C=1SC=C(C1)C1=NC=CC=C1OC1=NC=CC=N1 N-(3-chloro-5-methanesulfonamidophenyl)-4-[3-(pyrimidin-2-yloxy)pyridin-2-yl]thiophene-2-carboxamide